2-chloro-3-{[(tetrahydrofuran-2-yl)methoxy]methyl}-4-methanesulfonylbenzoic acid ClC1=C(C(=O)O)C=CC(=C1COCC1OCCC1)S(=O)(=O)C